COC1=CC=C(C=N1)C1=CC(=C(C2=C1OC(O2)(C2CCN(CC2)CC(F)(F)F)C)C)C(=O)NCC=2C(NC(=CC2SC)C)=O 7-(6-methoxypyridin-3-yl)-2,4-dimethyl-N-((6-methyl-4-(methylthio)-2-oxo-1,2-dihydropyridin-3-yl)methyl)-2-(1-(2,2,2-trifluoroethyl)piperidin-4-yl)benzo[d][1,3]dioxole-5-carboxamide